N-(3-ethylpyrazol-4-yl)-4-(diethyl)amino-10H-cyclohepta[7,6-b]indole-7-carboxamide C(C)C1=NNC=C1NC(=O)C1=CC=2NC3=C(C=CC=C3C2CC=C1)N(CC)CC